N-(8-[{6-(trifluoromethyl)pyridazin-3-yl}oxy]chroman-3-yl)acrylamide 6-bromohexyl-6,6-bis((4-butylbenzyl)oxy)hexanoate BrCCCCCCOC(CCCCC(OCC1=CC=C(C=C1)CCCC)OCC1=CC=C(C=C1)CCCC)=O.FC(C1=CC=C(N=N1)OC=1C=CC=C2CC(COC12)NC(C=C)=O)(F)F